4-FLUORO-3-(METHOXYCARBONYL)PHENYLBORONIC ACID FC1=C(C=C(C=C1)B(O)O)C(=O)OC